ClC1=C(C(=CC=C1)F)C(CC(C(C(=O)OC)=[N+]=[N-])=O)=O methyl 5-(2-chloro-6-fluorophenyl)-2-diazo-3,5-dioxopentanoate